FC(C1=CC=C(C=C1)N1CC(C1)O)(F)F 1-[4-(trifluoromethyl)phenyl]azetidin-3-ol